C(C1=CC=CC=C1)OC1=C(C2=CC=CC=C2C=C1)CC1=C(C=CC2=CC=CC=C12)OCCN1CCCC1 1-(2-((1-((2-(benzyloxy)naphthalen-1-yl)methyl)naphthalen-2-yl)oxy)ethyl)pyrrolidine